2-(3,4-bis(2-(2-methoxyethoxy)ethoxy)-5-methylthiophene-2-yl)-7-methylphenanthrene-9,10-dione COCCOCCOC1=C(SC(=C1OCCOCCOC)C)C1=CC=2C(C(C3=CC(=CC=C3C2C=C1)C)=O)=O